2'-{1H-imidazo[4,5-c]pyridin-2-yl}-6'-methyl-4-{[(1R)-1-phenylbutyl]carbamoyl}-[1,1'-biphenyl]-2-carboxylic acid N1C(=NC=2C=NC=CC21)C2=C(C(=CC=C2)C)C=2C(=CC(=CC2)C(N[C@H](CCC)C2=CC=CC=C2)=O)C(=O)O